COC=1C=C(C=CC1OC)C=1C(=CN(C(C1)=O)C)C=1C=NN(C1)C1=C(C#N)C=CC=C1 2-(4-(4-(3,4-dimethoxyphenyl)-1-methyl-6-oxo-1,6-dihydropyridin-3-yl)-1H-pyrazol-1-yl)benzonitrile